methyl 2-(4-cyano-2-methoxybenzylidene)-3-oxobutyrate C(#N)C1=CC(=C(C=C(C(=O)OC)C(C)=O)C=C1)OC